5,5,6,6,7,7,8,8,9,9,10,10,10-tridecafluoro-3-phenyl-2-(phenylamino)decanoic acid ethyl ester C(C)OC(C(C(CC(C(C(C(C(C(F)(F)F)(F)F)(F)F)(F)F)(F)F)(F)F)C1=CC=CC=C1)NC1=CC=CC=C1)=O